2,2',5-tris(o-chlorophenyl)-4-(3,4-dimethoxyphenyl)-4',5'-diphenylbiimidazole ClC1=C(C=CC=C1)C1(N=C(C(=N1)C1=CC(=C(C=C1)OC)OC)C1=C(C=CC=C1)Cl)C1(N=C(C(=N1)C1=CC=CC=C1)C1=CC=CC=C1)C1=C(C=CC=C1)Cl